NCC1=C(C=CC=C1)NC(OC(C)(C)C)=O tert-butyl (2-aminomethyl-phenyl)-carbamate